ethyl 4,5-dimethyl-2-ureidothiophene-3-carboxylate CC=1C(=C(SC1C)NC(=O)N)C(=O)OCC